6-(2-chlorophenyl)-2-({4-[2-(dimethylamino)ethoxy]phenyl}amino)-8-methyl-5-[2-(triisopropylsilyl)ethynyl]pyrido[2,3-d]pyrimidin-7-one ClC1=C(C=CC=C1)C1=C(C2=C(N=C(N=C2)NC2=CC=C(C=C2)OCCN(C)C)N(C1=O)C)C#C[Si](C(C)C)(C(C)C)C(C)C